CN(C(C([2H])([2H])[2H])=O)C1(CC1)C(=O)O 1-(N-methylacetamido-2,2,2-d3)cyclopropane-1-carboxylic acid